1-(3-(trifluoromethyl)-5,6-dihydro-[1,2,4]triazolo[4,3-a]pyrazin-7(8H)-yl)-4-(2,4,5-trifluorophenyl)butane-1,3-dione FC(C1=NN=C2N1CCN(C2)C(CC(CC2=C(C=C(C(=C2)F)F)F)=O)=O)(F)F